C1(=CC=CC=C1)[C@@H](C)NC1=NC=NC2=CC=C(C=C12)C1=CC=C2COC(C2=C1)=O 6-[4-[[(1R)-1-phenylethyl]amino]quinazolin-6-yl]-3H-isobenzofuran-1-one